FC1=C(C=CC(=C1)F)CC1CC2(CN(C2)C(=O)N2C[C@H](CC2)N2N=NN=C2)C1 [6-[(2,4-Difluorophenyl)methyl]-2-azaspiro[3.3]heptan-2-yl]-[(3S)-3-(tetrazol-1-yl)pyrrolidin-1-yl]methanone